C(#N)[C@]1(O[C@@H]([C@H]2OC(O[C@H]21)(C)C)CO)C2=CC=C1C(=NC=NN12)NC(C1=CC=CC=C1)=O N-(7-((3aR,4R,6R,6aR)-4-cyano-6-(hydroxymethyl)-2,2-dimethyltetrahydrofuro[3,4-d][1,3]dioxol-4-yl)pyrrolo[2,1-f][1,2,4]triazin-4-yl)benzamide